(5-Cyanoimidazo[1,2-a]pyridin-6-yl)(methyl)carbamic acid tert-butyl ester C(C)(C)(C)OC(N(C)C=1C=CC=2N(C1C#N)C=CN2)=O